N-(1-ethyl-2-oxo-1,2-dihydrobenzo[cd]indol-6-yl)-3-phenylpropanamide C(C)N1C(C2=C3C(C(=CC=C13)NC(CCC1=CC=CC=C1)=O)=CC=C2)=O